COCCOCOCCOC 2,5,7,10-Tetraoxaundecan